octadecyl-2,2'-ethylenebis(4,6-di-t-butylphenol) C(CCCCCCCCCCCCCCCCC)C(CC1=C(C(=CC(=C1)C(C)(C)C)C(C)(C)C)O)C1=C(C(=CC(=C1)C(C)(C)C)C(C)(C)C)O